N-[3-(2-amino-1,3-benzoxazol-5-yl)phenyl]prop-2-enamide NC=1OC2=C(N1)C=C(C=C2)C=2C=C(C=CC2)NC(C=C)=O